FCCC1=CC(=C(C(=C1F)F)F)F 2,3,4,5,6-pentafluoroethylbenzene